silicon-boron-iridium [Ir].[B].[Si]